4-(pyrrolidin-1-yl)-N-(quinolin-8-yl)picolinamide N1(CCCC1)C1=CC(=NC=C1)C(=O)NC=1C=CC=C2C=CC=NC12